Cl.FC(OC1(CCC1)N1N=CC(=N1)[C@@H]1CC[C@H](CO1)N)(F)F (3R,6S)-6-[2-[3-cis-(trifluoromethoxy)cyclobutyl]triazol-4-yl]tetrahydropyran-3-amine HCl Salt